COC1=C(C=CC(=C1)C(F)(F)F)C1=NN=C(C(N1C)=O)NC1CC2CN(C1C2)C(=O)OC(C)(C)C tert-butyl 6-[[3-[2-methoxy-4-(trifluoromethyl)phenyl]-4-methyl-5-oxo-1,2,4-triazin-6-yl]amino]-2-azabicyclo[2.2.1]heptane-2-carboxylate